C(CCCCCCCC)C1=C(C=CC=C1)OP(OC1=C(C=CC=C1)CCCCCCCCC)[O-] bis(nonylphenyl)phosphite